FC=1C(=NC=2N(C1)N=CC2C2=NC(=NN2)C(C)(C)O)N2[C@H](CCC2)C=2C(=NC=C(C2)F)OC (R)-2-(5-(6-fluoro-5-(2-(5-fluoro-2-methoxypyridin-3-yl)pyrrolidin-1-yl)pyrazolo[1,5-a]pyrimidin-3-yl)-1H-1,2,4-triazol-3-yl)propan-2-ol